(3-methoxy-3-methyl-6-phenyl-1,2-dioxan-4-yl) methyl-2-amino-4-chloro-7-cyclopentyl-7H-pyrrolo[2,3-d]pyrimidine-6-carboxylate CC1=C(N(C=2N=C(N=C(C21)Cl)N)C2CCCC2)C(=O)OC2C(OOC(C2)C2=CC=CC=C2)(C)OC